C(C)(C)(C)C1=CN=C(S1)NC(=O)NC1=CC=C(C2=CC=CC=C12)OC1=CC=NC=2NC(C=NC21)=O 1-(5-(tert-butyl)thiazol-2-yl)-3-(4-((3-oxo-3,4-dihydropyrido[2,3-b]pyrazin-8-yl)oxy)naphthalen-1-yl)urea